C1(CC1)CN1C(=CC=2C=CC3=C(NCCS3)C21)C2=NC1=C(N2C)C(=CC(=C1)C(=O)OC)F methyl 2-[9-(cyclopropylmethyl)-2,3-dihydro-1H-pyrrolo[2,3-f][1,4]benzothiazin-8-yl]-7-fluoro-1-methyl-benzimidazole-5-carboxylate